5-bromo-4-methoxy-1-((2-(trimethylsilyl)ethoxy)methyl)-2,3-dihydro-1H-pyrrolo[2,3-b]pyridin-2-one BrC=1C(=C2C(=NC1)N(C(C2)=O)COCC[Si](C)(C)C)OC